2-(4-chloro-3-fluorophenoxy)-N-(4-{4-[3-(trifluoromethoxy)propoxy]-1H-pyrazol-1-yl}bicyclo[2.1.1]hexan-1-yl)acetamide ClC1=C(C=C(OCC(=O)NC23CCC(C2)(C3)N3N=CC(=C3)OCCCOC(F)(F)F)C=C1)F